4-chloro-1-(4-fluorophenyl)-1-butanone ClCCCC(=O)C1=CC=C(C=C1)F